N,N-dimethyl-2-morpholino-4-oxo-8-vinyl-chromene-6-carboxamide CN(C(=O)C=1C=C2C(C=C(OC2=C(C1)C=C)N1CCOCC1)=O)C